2-[(1Z)-4,5-difluoro-1-{[4-(4-fluorophenoxy)phenyl]methylene}-2-methyl-1H-inden-3-yl]acetic acid FC1=C2C(=C(/C(/C2=CC=C1F)=C/C1=CC=C(C=C1)OC1=CC=C(C=C1)F)C)CC(=O)O